CC1(C2=C(C(NC1)=O)C(=C(N2)C2=CC(=NC=C2)NC([C@H](C)C2=CC=C(C=C2)F)=O)C2=CC=CC=C2)C (2R)-N-[4-(7,7-Dimethyl-4-oxo-3-phenyl-4,5,6,7-tetrahydro-1H-pyrrolo[3,2-c]pyridin-2-yl)pyridin-2-yl]-2-(4-fluorophenyl)propanamid